NC1=NN(C2=C(C=C(C(=C12)OC1=C(C=CC(=C1)F)Cl)NC(C1=CC(=CC(=C1)C(F)(F)F)F)=O)C#CC1COCC1)C N-(3-Amino-4-(2-chloro-5-fluorophenoxy)-1-methyl-7-((tetrahydrofuran-3-yl)ethynyl)-1H-indazol-5-yl)-3-fluoro-5-(trifluoromethyl)benzamide